3,4-dibromo-2,5-bis(trimethylsilyl)-thiophene BrC1=C(SC(=C1Br)[Si](C)(C)C)[Si](C)(C)C